C1=CC=CC=2C3=CC=CC=C3N(C12)C1=CC=C(C=C1)C1=CCN(C=C1)C 4-(4-(9H-carbazol-9-yl)phenyl)-1-methylpyridine